FC=1C=C(C[C@H](N)C(=O)O)C=CC1O 3-fluoro-tyrosine